C(#N)C1=C(C=CC(=C1)C(F)(F)F)N1CCC(CC1)(C(=O)NC[C@H](C)N(C)C)C=1C=CC(=NC1)C=1C(=NC=CC1)OCC 1-[2-cyano-4-(trifluoromethyl)phenyl]-N-[(2S)-2-(dimethylamino)propyl]-4-{2'-ethoxy-[2,3'-bipyridine]-5-yl}piperidine-4-carboxamide